2-(4-(4-acryloyl-piperazin-1-yl)-6-chloro-8-fluoro-quinazolin-7-yl)benzamide C(C=C)(=O)N1CCN(CC1)C1=NC=NC2=C(C(=C(C=C12)Cl)C1=C(C(=O)N)C=CC=C1)F